2-butyl-1-(4-((((1-methylcyclobutyl)methyl)amino)methyl)benzyl)-1H-imidazo[4,5-c]quinoline-4-amine C(CCC)C=1N(C2=C(C(=NC=3C=CC=CC23)N)N1)CC1=CC=C(C=C1)CNCC1(CCC1)C